2-{5-[(5-{2-amino-5-methyl-4-oxoimidazo[4,5-c]pyridin-3-yl}pentyl)oxy]-1-methylpyrazol-4-yl}-6-methylpyridine-4-carboxylic acid NC1=NC2=C(C(N(C=C2)C)=O)N1CCCCCOC1=C(C=NN1C)C1=NC(=CC(=C1)C(=O)O)C